O=C1C2=CC(=CC=C2C=2C=CC(=CC12)S(=O)(=O)N)S(=O)(=O)N 9-oxo-9H-fluorene-2,7-disulfonamide